CC1=C(C(=O)NC2=CC(=CC=C2)C(F)(F)F)C=CC=C1C#CC1=CN=C2N1N=C(C=C2)N2CCOCC2 2-methyl-3-((6-morpholinoimidazo[1,2-b]pyridazin-3-yl)ethynyl)-N-(3-(trifluoromethyl)phenyl)benzamide